5-(((tert-butyldimethylsilyl)oxy)methyl)-5-methyl-7-(1-methyl-1H-pyrazol-3-yl)-2-(methylthio)-6,7-dihydro-5H-pyrrolo[2,3-d]pyrimidine [Si](C)(C)(C(C)(C)C)OCC1(CN(C=2N=C(N=CC21)SC)C2=NN(C=C2)C)C